C(C)O[Si](C(C)[GeH2]C(C)(C)C)(OCC)OCC 1-triethoxysilyl-1-(tert-butylgermyl)ethane